3-bromo-6-[tert-butoxycarbonyl-[(2,4-dimethoxyphenyl)methyl]amino]-6,7-dihydro-5H-thieno[3,2-b]pyran-2-carboxylic acid BrC1=C(SC2=C1OCC(C2)N(CC2=C(C=C(C=C2)OC)OC)C(=O)OC(C)(C)C)C(=O)O